2-oxo-1,2,5,6-tetrahydropyridine-3-carbothioic acid amide O=C1NCCC=C1C(N)=S